tertbutyl 2-(3-fluorophenyl)-4-hydroxy-pyrrolidine-1-carboxylate FC=1C=C(C=CC1)C1N(CC(C1)O)C(=O)OC(C)(C)C